N2-butyl-6-phenyl-N4-(p-tolyl)-1,3,5-triazine-2,4-diamine C(CCC)NC1=NC(=NC(=N1)NC1=CC=C(C=C1)C)C1=CC=CC=C1